N1(CCCC2=CC=CN=C12)C(=O)[O-] 3,4-dihydro-1,8-naphthyridin-1(2H)-carboxylate